C1(CC1)C1=NN(C=N1)C1CC2(CN(C2)C(=O)N2CC3(C2)CCN(CC3)CC3=NSC(=C3)C(F)(F)F)C1 [6-(3-cyclopropyl-1,2,4-triazol-1-yl)-2-azaspiro[3.3]heptan-2-yl]-[7-[[5-(trifluoromethyl)isothiazol-3-yl]methyl]-2,7-diazaspiro[3.5]nonan-2-yl]methanone